10-(carboxymethylaminocarbonyl)-3,7-bis(dimethylamino)phenothiazine C(=O)(O)CNC(=O)N1C2=CC=C(C=C2SC=2C=C(C=CC12)N(C)C)N(C)C